The molecule is an acyl-CoA oxoanion that is the tetraanion of myristoyl-CoA, arising from deprotonation of phosphate and diphosphate functions. It has a role as a human metabolite and a Saccharomyces cerevisiae metabolite. It is a saturated fatty acyl-CoA(4-) and a long-chain fatty acyl-CoA(4-). It is a conjugate base of a myristoyl-CoA. CCCCCCCCCCCCCC(=O)SCCNC(=O)CCNC(=O)[C@@H](C(C)(C)COP(=O)([O-])OP(=O)([O-])OC[C@@H]1[C@H]([C@H]([C@@H](O1)N2C=NC3=C(N=CN=C32)N)O)OP(=O)([O-])[O-])O